N,N'-dimethyl-phenyl-phenylenediamine CNC1=C(C=CC=C1)N(C)C1=CC=CC=C1